6-chloro-2-ethyl-1-oxoisoindoline-4-Formaldehyde ClC=1C=C(C=2CN(C(C2C1)=O)CC)C=O